2-(3',5'-dimethylphenyl)-6-(triethylsilyl)quinoline tert-Butyl-3-(4-(1-hydroxyethyl)-7-(thiazol-2-yl)benzo[d]oxazol-2-yl)-3,9-diazabicyclo[3.3.1]nonane-9-carboxylate C(C)(C)(C)OC(=O)N1C2CN(CC1CCC2)C=2OC1=C(N2)C(=CC=C1C=1SC=CN1)C(C)O.CC=1C=C(C=C(C1)C)C1=NC2=CC=C(C=C2C=C1)[Si](CC)(CC)CC